CC(CC)CCCCCCCCCC 3-METHYLTRIDECANE